tetramethyldivinyl-disilazane C[Si](N[Si](C=C)(C=C)C)(C)C